[Ru].[Zn] zinc-ruthenium